4-(2-(benzyloxy)phenyl)-N-(3-bromo-5-(methylsulfonamido)phenyl)thiophene-2-carboxamide C(C1=CC=CC=C1)OC1=C(C=CC=C1)C=1C=C(SC1)C(=O)NC1=CC(=CC(=C1)NS(=O)(=O)C)Br